P(=O)(O)(O)O[C@H]1[C@H]([C@@H](O[C@@H]1CO)N1C=NC=2C(=O)NC(N)=NC12)OCCCCCCCCCCCCCCCC O-hexadecyl-guanosine-3'-phosphate